OOOOOOOOOCCCCCCCCCCCCCCCCCCC nonaoxaoctacosane